C(\C=C\C(=O)OCC(NC=1SC=NN1)=O)(=O)OC Methyl (N-(1,3,4-thiadiazol-2-yl)carbamoyl)methyl (2E)-but-2-ene-1,4-dioate